2-Chloro-4-[4,4-difluoro-3-(2-hydroxyethyl)-5-methyl-1-piperidyl]pyrimidine-5-carbonitrile ClC1=NC=C(C(=N1)N1CC(C(C(C1)C)(F)F)CCO)C#N